methyl alpha-hydroxybutanoate OC(C(=O)OC)CC